3-[(3-chloro-2-methoxyphenyl)amino]-2-{3-[(2-methoxyethyl)amino]pyridin-4-yl}-5H,6H,7H-pyrazolo[1,5-a]pyrazin-4-one ClC=1C(=C(C=CC1)NC=1C(=NN2C1C(NCC2)=O)C2=C(C=NC=C2)NCCOC)OC